N1CC(C1)C=1C=CC(=NC1)N(C1=CC=CC=C1)C 5-(Azetidin-3-yl)-N-methyl-N-phenyl-pyridin-2-amine